1-(2-methoxy-docosanyl)-sn-glycero-3-phosphoserine COC(COC[C@@H](O)COP(=O)(O)OC[C@H](N)C(=O)O)CCCCCCCCCCCCCCCCCCCC